3-bromo-5-(1-(phenylsulfonyl)-1H-indol-3-yl)pyrazin-2-amine BrC=1C(=NC=C(N1)C1=CN(C2=CC=CC=C12)S(=O)(=O)C1=CC=CC=C1)N